N1C=CC=C2C=CC=3C(=C12)C=CN3 Pyrrolo-Chinolin